N-{(4S)-1-[(1R,2R)-2-(2',6'-difluoro[1,1'-biphenyl]-2-yl)cyclopropane-1-carbonyl]azepan-4-yl}methanesulfonamide FC1=C(C(=CC=C1)F)C1=C(C=CC=C1)[C@H]1[C@@H](C1)C(=O)N1CC[C@H](CCC1)NS(=O)(=O)C